methyl (2S,4R)-4-hydroxy-1-[2-(3-methoxyisoxazol-5-yl)-3-methyl-butanoyl]pyrrolidine-2-carboxylate O[C@@H]1C[C@H](N(C1)C(C(C(C)C)C1=CC(=NO1)OC)=O)C(=O)OC